O=C(C(=O)OCC=C(CCC=C(C)C)C)C1=CC=CC=C1 3,7-dimethyl-2,6-octadienyl 2-oxo-2-phenylacetate